C(C1=C(C(=CC(=C1)C)C(C)(C)C)O)C1=C(C(=CC(=C1)C)C(C)(C)C)O 2,2'-methylenebis-(4-methyl-6-t-butylphenol)